((tert-butyldiphenylsilyl)oxy)methyltetrahydro-2H-pyran-3-amine [Si](C1=CC=CC=C1)(C1=CC=CC=C1)(C(C)(C)C)OCC1OCCCC1N